CNC(=O)N1C=CC2=C1N=CN=C2OC2=CC=C(C=C2)NC(CC2=CC=C(C=C2)C(F)(F)F)=O N-Methyl-4-(4-(2-(4-(trifluoromethyl)phenyl)acetamido)phenoxy)-7H-pyrrolo[2,3-D]pyrimidine-7-carboxamide